NC=1C(=NC(=CN1)C1=CC=C(C=C1)C(=O)N1CCN(CC1)CCCC(C=O)NC1=C2CN(C(C2=CC=C1)=O)C1C(NC(CC1)=O)=O)C(=O)NC1=CC=CC=C1 3-amino-6-(4-(4-(4-((2-(2,6-dioxopiperidin-3-yl)-1-oxoisoindolin-4-yl)amino)-5-oxopentyl)piperazine-1-carbonyl)phenyl)-N-phenylpyrazine-2-carboxamide